C(CCCCCCCCCCCCCCCCCCCCC)(=O)OCC(CO)O docosanoic acid, 2,3-dihydroxypropyl ester